methyl 3-chloro-2-methyl-4-[[4-(trifluoromethoxy)phenyl]methoxy]benzothiophene-5-carboxylate ClC1=C(SC2=C1C(=C(C=C2)C(=O)OC)OCC2=CC=C(C=C2)OC(F)(F)F)C